binaphthal C=1(C(=CC=C2C=CC=CC12)C=O)C1=CC=CC2=CC=CC=C12